CC(C(CC)N)(N)C dimethyl-1,2-diaminobutane